C(C)C1=CC2=CC=C(C=C2C=C1)CC 2,6-diethylnaphthalene